C(C)OC(CCCCN1N=C(N=C1Br)Br)=O 5-(3,5-dibromo-1,2,4-triazole-1-yl)valeric acid ethyl ester